FC(OC1=CC=C(CSC2=C(N=NN2)C(=O)O)C=C1)(F)F 5-((4-(trifluoromethoxy)benzyl)thio)-1H-1,2,3-triazole-4-carboxylic acid